CN1C=2C=NC(=NC2N(C(C1=O)=O)C1CCOCC1)NC1=C(C=C(C=C1)C=1N=CN(C1)C)C 5-methyl-2-((2-methyl-4-(1-methyl-1H-imidazol-4-yl)phenyl)amino)-8-(tetrahydro-2H-pyran-4-yl)-5,8-dihydropteridine-6,7-dione